NC1=C(C=CC=C1)NC(\C=C\C1=CC(=CC=C1)CNC1=CC2=CC=CC=C2C=C1)=O (E)-N-(2-aminophenyl)-3-(3-((naphthalen-2-ylamino)methyl)phenyl)Acrylamide